3-((3R,4R)-4-methyl-3-[methyl-(7H-pyrrolo[2,3-d]-pyrimidin-4-yl)-amino]-piperidin-1-yl)-3-oxopropionitrile C[C@H]1[C@H](CN(CC1)C(CC#N)=O)N(C=1C2=C(N=CN1)NC=C2)C